N1(C=CC=C1)CCC=O 1H-PYRROLE-1-PROPANAL